ClC=1C=C(C=CC1OC)N1C(CCC[C@H]1C1=NC2=C(N1C1CC(C1)O)C=CC(=C2)C=2C(=NOC2C)C)=O (S)-1-(3-chloro-4-methoxyphenyl)-6-(5-(3,5-dimethylisoxazol-4-yl)-1-((1r,3S)-3-hydroxycyclobutyl)-1H-benzo[d]imidazol-2-yl)piperidin-2-one